2-METHYLQUINOLINE-7-BORONIC ACID CC1=NC2=CC(=CC=C2C=C1)B(O)O